FC1=C(C(=C(C=C1OC)OC)F)N1CC2=CN=C(C=C2C2(C1=O)CC2)C=2N=CN(C2)CC 2'-(2,6-difluoro-3,5-dimethoxyphenyl)-6'-(1-ethyl-1H-imidazol-4-yl)-1'H-spiro[cyclopropane-1,4'-[2,7]naphthyridine]-3'(2'H)-one